ClC=1C=C2CCN(C2=CC1)C1CCN(CC1)C(=O)N1C[C@@H]2[C@@H](OCC(N2)=O)CC1 (4aR,8aS)-6-[4-(5-chloroindolin-1-yl)piperidine-1-carbonyl]-4,4a,5,7,8,8a-hexahydropyrido[4,3-b][1,4]oxazin-3-one